CC=1SC=2N3C(=NN=C3C(N=C(C2C1C)C1=CC=C(C=C1)CCCOC1CCNCC1)CC1=NC=CC=C1)C 4,5,13-trimethyl-7-[4-[3-(4-piperidyloxy)propyl]phenyl]-9-(2-pyridyl-methyl)-3-thia-1,8,11,12-tetrazatricyclo[8.3.0.02,6]trideca-2(6),4,7,10,12-pentaene